4-(4-(5-bromo-1-methyl-imidazole-2-carboxamido)-2-chlorobenzoyl)piperazine-1-carboxylic acid tert-butyl ester C(C)(C)(C)OC(=O)N1CCN(CC1)C(C1=C(C=C(C=C1)NC(=O)C=1N(C(=CN1)Br)C)Cl)=O